C1=CC(=CC=2SC3=C(C21)C=CC=C3)C3=C(C(=NC(=C3N3C2=CC=C(C=C2C=2C=C(C=CC32)C)C)N3C2=CC=C(C=C2C=2C=C(C=CC32)C)C)N3C=2C=CC=CC2N(C2=CC=CC=C32)C3=CC=CC=C3)N3C2=CC=C(C=C2C=2C=C(C=CC32)C)C 5-(4-(dibenzo[b,d]thiophen-3-yl)-3,5,6-tris(3,6-dimethyl-9H-carbazol-9-yl)pyridin-2-yl)-10-phenyl-5,10-dihydrophenazine